(2-((tert-butyldimethylsilyl)oxy)ethoxy)-4-methoxypiperidine [Si](C)(C)(C(C)(C)C)OCCON1CCC(CC1)OC